4-(3-(5,5-dimethyl-1,3-dioxan-2-yl)phenyl)but-3-yn-1-ol CC1(COC(OC1)C=1C=C(C=CC1)C#CCCO)C